3α-Aminocholest-5-ene Citrate C(CC(O)(C(=O)O)CC(=O)O)(=O)O.N[C@H]1CC2=CC[C@H]3[C@@H]4CC[C@H]([C@@H](CCCC(C)C)C)[C@]4(CC[C@@H]3[C@]2(CC1)C)C